CC1=CC=C(C(=O)NC2=C(C=CC=C2)C(F)(F)F)C=C1 4-methyl-N-((trifluoromethyl)phenyl)benzamide